C(C)(C)(C)OC(NNC([C@H](CC1CC1)NC(=O)OCC1=CC=CC=C1)=O)=O.C(C1=CC=CC=C1)OC(=O)NCC(=O)O 2-(benzyloxycarbonylamino)acetic acid tert-butyl-N-[[(2S)-2-(benzyloxycarbonylamino)-3-cyclopropyl-propionyl]amino]carbamate